(N-[4-amino-5-[4-[2-(isopropylamino)-2-oxo-ethoxy]benzoyl]thiazol-2-yl]-4-fluoro-anilino)propanamide 2,2'-bipyridineAt N1=C(C(=CC=C1)C(=O)O)C1=NC=CC=C1.NC=1N=C(SC1C(C1=CC=C(C=C1)OCC(=O)NC(C)C)=O)N(C1=CC=C(C=C1)F)C(C(=O)N)C